ClC1=CC=CC=2N1N=C(C2)[C@@H]2N(CCC1=C2N=CN1)C(=O)C=1OC(=NN1)C=1C(=NC=CC1)C (R)-(4-(7-chloropyrazolo[1,5-a]pyridin-2-yl)-6,7-dihydro-1H-imidazo[4,5-c]pyridin-5(4H)-yl)(5-(2-methylpyridin-3-yl)-1,3,4-oxadiazol-2-yl)methanone